2-(2,4-dichlorophenoxy)-N-(4-((1,3-dioxoisoindolin-5-yl)oxy)phenyl)acetamide ClC1=C(OCC(=O)NC2=CC=C(C=C2)OC=2C=C3C(NC(C3=CC2)=O)=O)C=CC(=C1)Cl